C(C1=CC=CC=C1)OC(=O)N([C@@]1(CN(CC1)C(=O)OC(C)(C)C)COC)C tert-butyl (S)-3-(((benzyloxy)carbonyl)-(methyl)amino)-3-(methoxymethyl)pyrrolidine-1-carboxylate